CC1=C(C(=C(C1(C)[Ti]C1(C(=C(C(=C1C)C)C)C)C)C)C)C Bis(pentamethylcyclopentadienyl)titanium